O[C@@H]1[C@H](C[C@H](CC1)NC(=O)C1=CC(=NN1[C@@H](C)C1=CC=CC=C1)C(=O)NC)C N5-((1S,3S,4S)-4-Hydroxy-3-methylcyclohexyl)-N3-methyl-1-((S)-1-phenylethyl)-1H-pyrazole-3,5-dicarboxamide